FC1=C(CBr)C=C(C(=C1)F)F 2,4,5-trifluoro-benzyl bromide